3-methoxy-4-(4-(4-methylpiperazin-1-yl)piperidin-1-yl)aniline COC=1C=C(N)C=CC1N1CCC(CC1)N1CCN(CC1)C